4-(2-((1-(2-Cyano-2-methylpropyl)-1H-pyrazol-4-yl)amino)-5-methylpyrimidin-4-yl)benzoic Acid C(#N)C(CN1N=CC(=C1)NC1=NC=C(C(=N1)C1=CC=C(C(=O)O)C=C1)C)(C)C